CN(C1=CC=C(C=C1)C1=CC=C(C=C1)CN(C(=O)C1CCCCC1)C1=CC(=CC=C1)C1=CN=C(S1)OC)C N-((4'-(Dimethylamino)-[1,1'-biphenyl]-4-yl)methyl)-N-(3-(2-methoxythiazol-5-yl)phenyl)cyclohexanecarboxamide